C1(=CC=CC=C1)C(O[C@H]1C[C@H]2CC[C@@H](C1)N2C)C2=CC=CC=C2 3α-diphenylmethoxytropane